7-methoxy-2-[3-(6-methyl-2-pyridyl)-1H-pyrazol-4-yl]-1,5-naphthyridine COC1=CN=C2C=CC(=NC2=C1)C=1C(=NNC1)C1=NC(=CC=C1)C